3-(2-Cyclopropyloxazol-4-yl)-N-((trans-4-(4-methoxy-3-methylphenyl)cyclohexyl)methyl)aniline C1(CC1)C=1OC=C(N1)C=1C=C(NC[C@@H]2CC[C@H](CC2)C2=CC(=C(C=C2)OC)C)C=CC1